N1(C2=C(OCCC1)N=C1C(=C2)C=CN1)C1=C(C(=O)N)C=C(C=C1)F 2-(3,4-dihydro-2H-pyrrolo[3',2':5,6]Pyrido[2,3-b][1,4]Oxazepin-1(7H)-yl)-5-fluorobenzamide